1,4-dimethoxyphenylisothiocyanate COC1(CC=C(C=C1)OC)N=C=S